1-methyl-3-allylimidazole bromide salt [Br-].CN1CN(C=C1)CC=C